(R)-N-(4-([1,2,4]triazolo[1,5-a]pyridin-7-yloxy)-3-methylphenyl)-6-(pyrrolidin-3-yloxy)quinazolin-4-amine hydrochloride Cl.N=1C=NN2C1C=C(C=C2)OC2=C(C=C(C=C2)NC2=NC=NC1=CC=C(C=C21)O[C@H]2CNCC2)C